C(C(C)S(=O)(=O)[O-])S(=O)(=O)[O-].[Ba+2] barium 1,2-propanedisulfonate